Cl.C1(CCC1)NCC1CN(C1)C(=O)C=1C=C(CC2=NNC(C3=CC=CC=C23)=O)C=CC1F 4-(3-(3-((cyclobutylamino)methyl)azetidine-1-carbonyl)-4-fluorobenzyl)phthalazin-1(2H)-one hydrochloride